1,8-diazabicyclo[4.3.0]-5-nonenylium phenolate C1(=CC=CC=C1)[O-].[NH+]12CCCC=C2CNC1